C(C)(C)(C)NC(O[C@H]1C[C@H](CC1)C1=CC(=NN1)NC1=CN=NC=C1)=O (1R,3S)-3-(3-(pyridazin-4-ylamino)-1H-pyrazol-5-yl)cyclopentyl tert-butylcarbamate